C1=C(C=CC2=CC=CC=C12)C=1C2=CC=CC=C2C(=C2C=CC(=CC12)C(C)(C)C)C1=CC2=CC=CC=C2C=C1 9,10-bis(2-naphthyl)-2-t-butylanthracene